FC=1C=C(C=CC1NC1=NC=C2C=CC(=NC2=C1)C1(CC1)C1CCNCC1)N1N=C(C=C1)CO [1-[3-fluoro-4-([2-[1-(piperidin-4-yl)cyclopropyl]-1,6-naphthyridin-7-yl]amino)phenyl]pyrazol-3-yl]methanol